trans-azetidine N1CCC1